(Z,E)-11,14-Hexadecadienyl acetate C(C)(=O)OCCCCCCCCCC\C=C/C\C=C\C